CS(C=1C=CC=C2C=CC=NC12)(=O)=NC1=C(C=CC=C1)C#CC1=CN=C(C2=CC=CC=C12)C(=O)O 4-[2-(2-{[methyl(oxo)(quinolin-8-yl)-λ6-sulfanylidene]amino}phenyl)ethynyl]isoquinoline-1-carboxylic acid